NCCCCCC(=O)NCCCCCC(=O)OC(C)(C)C tert-butyl 6-(6-aminohexanamido)hexanoate